P(=O)(OC(C)(C)C)(OC(C)(C)C)O[C@H](CN(C(C1=CN=CC(=C1)C#CC=1C=NN(C1)C(F)F)=O)C)CC1=CC=CC=C1 (S)-di-tert-butyl (1-(5-((1-(difluoromethyl)-1H-pyrazol-4-yl)ethynyl)-N-methylnicotinamido)-3-phenylpropan-2-yl) phosphate